N-({4-[(1-methylpiperidin-4-yl)amino]-3-nitrophenyl}sulfonyl)-2-(1H-pyrrolo[2,3-b]pyridin-5-yloxy)benzamide CN1CCC(CC1)NC1=C(C=C(C=C1)S(=O)(=O)NC(C1=C(C=CC=C1)OC=1C=C2C(=NC1)NC=C2)=O)[N+](=O)[O-]